7-(3-isopropyl-5-(1-(2-(methylsulfonyl)ethyl)piperidin-4-yl)-1H-indol-2-yl)-5-methoxy-[1,2,4]triazolo[1,5-a]pyridine C(C)(C)C1=C(NC2=CC=C(C=C12)C1CCN(CC1)CCS(=O)(=O)C)C1=CC=2N(C(=C1)OC)N=CN2